1-(((1H-indol-3-yl)amino)methyl)-7-ethoxy-6-methoxy-3,4-dihydroisoquinoline-2(1H)-formaldehyde N1C=C(C2=CC=CC=C12)NCC1N(CCC2=CC(=C(C=C12)OCC)OC)C=O